O=C1N(CC2N1CCNC2)[C@H]2CC1(CCC2CC1)C(=O)O (S)-3-(3-oxohexahydroimidazo[1,5-a]pyrazin-2(3H)-yl)bicyclo[2.2.2]octane-1-carboxylic acid